2-(hydroxymethyl)spiro[5,7-dihydrocyclopenta[b]pyridine-6,4'-piperidine] OCC1=CC=C2C(=N1)CC1(CCNCC1)C2